C(=O)=C1C(CCCC1)CC(=O)O 2-(2-carbonyl-cyclohexyl)acetic acid